ClC=1C=C(C=CC1F)NC(N(CC1=NN=C2N1CCCCC2)C2=CC(=C(C=C2)F)F)=O 3-(3-Chloro-4-fluorophenyl)-1-(3,4-difluorophenyl)-1-((6,7,8,9-tetrahydro-5H-[1,2,4]triazolo[4,3-a]azepin-3-yl)methyl)urea